CCCCCCCCCCCCCC/C=C\\OC[C@H](COP(=O)([O-])OCC[N+](C)(C)C)OC(=O)CCCCCCC/C=C\\CCCCCC The molecule is a 1-(Z)-alk-1-enyl-2-acyl-sn-glycero-3-phosphocholine in which the alk-1-enyl and acyl groups are specified as (1Z)-hexadecenyl and (9Z)-hexadecenoyl respectively. It has a role as a mouse metabolite. It derives from a palmitoleic acid.